C(C)OCCOC1=NN(C=C1C(=O)O)C1CCC(CC1)NC(=O)OC(C)(C)C 3-(2-ethoxyethoxy)-1-[(1r,4r)-4-{[(tert-butoxy)carbonyl]amino}cyclohexyl]-1H-pyrazole-4-carboxylic acid